NC1=NC=NN2C1=C(C=C2C=2C=C(C(=NC2)OC)C(=O)NC2CN(CC2F)CCCC(F)(F)F)C(F)(F)F 5-[4-amino-5-(trifluoromethyl)pyrrolo[2,1-f][1,2,4]triazin-7-yl]-N-[4-fluoro-1-(4,4,4-trifluorobutyl)pyrrolidin-3-yl]-2-methoxypyridine-3-carboxamide